(carboxylatomethyl)dimethyl(octadecyl)ammonium C(=O)([O-])C[N+](CCCCCCCCCCCCCCCCCC)(C)C